Cl.C(C)OC=N iminomethyl ethyl ether hydrochloride